Cl.Cl.CC=1N=CNC1CSCCN 2-(((4-methyl-1H-imidazole-5-yl)methyl)thio)ethylamine dihydrochloride